4-((2-Amino-5-phenylthieno[2,3-d]pyrimidin-4-yl)aminomethyl)benzenesulfonamide NC=1N=C(C2=C(N1)SC=C2C2=CC=CC=C2)NCC2=CC=C(C=C2)S(=O)(=O)N